C(C)(C)(C)OC(N(CCOCCOCCOCCOCCO)C(=O)OC(C)(C)C)=O tert-butyl-N-tert-butoxycarbonyl-N-[2-[2-[2-[2-(2-hydroxyethoxy)ethoxy]ethoxy]ethoxy]ethyl]carbamate